Cl.FC1=NC=CC(=C1N)I 2-fluoro-4-iodopyridin-3-amine hydrochloride